ClC1=C(C=CC=C1)C1C(O1)(C1=C(C=C(C=C1)F)F)CN1N=CN=C1SC#N 1-{[3-(2-Chlorophenyl)-2-(2,4-difluorophenyl)oxiran-2-yl]methyl}-1H-1,2,4-triazole-5-yl thiocyanate